[1-(acetyloxy)cyclopropyl]acetic acid C(C)(=O)OC1(CC1)CC(=O)O